ON Hydroxyl-Amin